2-(4-((5-methyl-1H-pyrazol-3-yl)amino)-7-(4-methylpiperazin-1-yl)quinazolin-2-yl)phenol CC1=CC(=NN1)NC1=NC(=NC2=CC(=CC=C12)N1CCN(CC1)C)C1=C(C=CC=C1)O